Tert-Butyl 4-[cyano-(4-fluorophenyl)methyl]piperidine-1-carboxylate C(#N)C(C1CCN(CC1)C(=O)OC(C)(C)C)C1=CC=C(C=C1)F